N=1N=CN(C1)C1=CC(=C2C=NNC2=C1)NC(COCCCCNCC1=CC(=C(C=C1)OC(F)(F)F)Cl)=O N-(6-(4H-1,2,4-triazol-4-yl)-1H-indazol-4-yl)-2-(4-((3-chloro-4-(trifluoromethoxy)benzyl)amino)butoxy)acetamide